4-Ethylbenzoic acid C(C)C1=CC=C(C(=O)O)C=C1